8-bromo-6-nitroimidazo[1,2-a]pyridine BrC=1C=2N(C=C(C1)[N+](=O)[O-])C=CN2